tris(2-ethylhexyl) phosphate P(=O)(OCC(CCCC)CC)(OCC(CCCC)CC)OCC(CCCC)CC